3-ethyl-7-((4-(2-isopropyl-8-(methylamino)-1,7-naphthyridin-3-yl)piperazin-1-yl)methyl)-1,5-Naphthyridin-2(1H)-one C(C)C=1C(NC2=CC(=CN=C2C1)CN1CCN(CC1)C=1C(=NC2=C(N=CC=C2C1)NC)C(C)C)=O